BrC=1C=C(C[C@]2(C[C@H](CC2)NS(=O)(=O)CC)C(=O)N)C=CC1F (1R,3S)-1-(3-bromo-4-fluorobenzyl)-3-(ethylsulfonamido)cyclopentane-1-carboxamide